FC1=C(C=CC=C1)C=1N=C2C(=CNC=C2)N1 2-(2-fluorophenyl)-5H-imidazo[4,5-c]pyridine